di-tert-butylphenol CC(C)(C)C1=C(C(=CC=C1)O)C(C)(C)C